FC(C1=NN(C=C1C(=O)NNC1=CC=C(C=C1)OC1=CC(=CC(=C1)C)C)C)F 3-(difluoromethyl)-N'-(4-(3,5-dimethylphenoxy)phenyl)-1-methyl-1H-pyrazole-4-carbohydrazide